FC1=CC(=C(C2=C1C(C=CO2)=O)[N+](=O)[O-])F 5,7-difluoro-8-nitrobenzopyran-4-one